N-butyl-benzisothiazolin-3-one C(CCC)N1SC2=C(C1=O)C=CC=C2